ClC1=C(C=CC=C1)[C@H]1N(CC(C1)(F)F)C1=C(C(=O)N[C@H](C)\C=C\S(=O)(=O)C)C=CC=C1 ((S)-2-(2-Chlorophenyl)-4,4-difluoropyrrolidin-1-yl)-N-((R,E)-4-(methylsulfonyl)but-3-en-2-yl)benzamide